C(C1=CC=CC=C1)(=O)NC=1C=C(C(=O)NCC2=C(C=CC=C2)CN(CC)CC)C=CC1 3-benzamido-N-(2-((diethylamino)methyl)benzyl)benzamide